COCOC=1C(=CC2=CN(N=C2C1)C)C=1SC2=C(N1)SC(=C2)C2CCN(CC2)C(=O)OC(C)(C)C tert-butyl 4-{2-[6-(methoxymethoxy)-2-methylindazol-5-yl]thieno[2,3-d][1,3]thiazol-5-yl}piperidine-1-carboxylate